sodium n-tetradecanol C(CCCCCCCCCCCCC)O.[Na]